N-((S)-1-phenyl-2-(pyridin-2-yl)-ethyl)pyrrolidin-2-carboxamid C1(=CC=CC=C1)[C@H](CC1=NC=CC=C1)NC(=O)C1NCCC1